ClC1=C(C=C2C=NN(C2=C1)C([2H])([2H])[2H])N 6-chloro-1-(methyl-d3)-1H-indazol-5-amine